N1(CCCC1)CCOC(CN(CC)C)C 2-[2-(1-pyrrolidinyl)ethoxy]propyl-N-methyl-N-ethyl-amine